7-(4-(2-((tert-butyldiphenylsilyl)oxy)tetrahydrofuran-3-yl)piperazin-1-yl)-6-chloroquinazolin-2-amine [Si](C1=CC=CC=C1)(C1=CC=CC=C1)(C(C)(C)C)OC1OCCC1N1CCN(CC1)C1=C(C=C2C=NC(=NC2=C1)N)Cl